BrC1=C(SC=C1)C(F)(F)F 3-bromo-2-(trifluoromethyl)thiophene